4-(4-((3-ethyl-2,4-dioxo-1,2,3,4-tetrahydrothieno[3,2-d]pyrimidin-6-yl)methyl)piperazin-1-yl)-2-fluoro-N-methylbenzamide C(C)N1C(NC2=C(C1=O)SC(=C2)CN2CCN(CC2)C2=CC(=C(C(=O)NC)C=C2)F)=O